4-chloro-3-((3-fluorooxetan-3-yl)ethynyl)aniline Dioctadecyl-2-(3-tert-butyl-4-hydroxy-5-methylbenzyl)malonate C(CCCCCCCCCCCCCCCCC)OC(C(C(=O)OCCCCCCCCCCCCCCCCCC)CC1=CC(=C(C(=C1)C)O)C(C)(C)C)=O.ClC1=C(C=C(N)C=C1)C#CC1(COC1)F